CCCCCCCCCCCCCCCC(=O)OC[C@H](COP(=O)([O-])OCC[N+](C)(C)C)OC(=O)CCCCCCC/C=C/C=C/CCCCCC 1-hexadecanoyl-2-(9E,11E-octadecadienoyl)-sn-glycero-3-phosphocholine